(5a)-Stigmastane-3,6-dione CC[C@H](CC[C@@H](C)[C@H]1CC[C@H]2[C@@H]3CC([C@H]4CC(CC[C@]4(C)[C@H]3CC[C@]12C)=O)=O)C(C)C